C(C)(C)(C)OC(=O)N[C@H](C(=O)O)[C@@H](CC)C1=CC=C(C=C1)Cl (2s,3s)-2-((tert-butoxycarbonyl)amino)-3-(4-chlorophenyl)pentanoic acid